C(=C)N1CCN(CC1)CCN 2-(4-vinylpiperazin-1-yl)ethan-1-amine